5-(1-fluoro-3-hydroxy-7-{[1-(2,2,2-trifluoroethyl)pyrrolidin-3-yl]methyl}naphthalen-2-yl)-1λ6,2,5-thiadiazolidine-1,1,3-trione FC1=C(C(=CC2=CC=C(C=C12)CC1CN(CC1)CC(F)(F)F)O)N1CC(NS1(=O)=O)=O